BrC1=CC=CC(=N1)NC(C1=C(C=C(C=C1)F)F)=O N-(6-bromopyridin-2-yl)-2,4-difluorobenzamide